t-butyl-phenyl-pentaerythritol diphosphonate P(=O)(O)OP(=O)O.C(C)(C)(C)C(O)(C(CO)(CO)CO)C1=CC=CC=C1